FC1=CN=C2NC(=NC2=C1)C1CNCCC1 6-fluoro-2-(3-piperidyl)-3H-1,3,4-triazainden